2-hydroxymethylbicyclo[2.2.1]Hept-5-ene OCC1C2C=CC(C1)C2